CC1CC(C1)(C1=NN=CN1C)C=1C=C(C=CC1)NC(=O)C=1C(N(C=C(C1)CN1C[C@@H](CCC1)C)CC(F)(F)F)=O N-(3-((1s,3S)-3-methyl-1-(4-methyl-4H-1,2,4-triazol-3-yl)cyclobutyl)phenyl)-5-(((R)-3-methylpiperidin-1-yl)methyl)-2-oxo-1-(2,2,2-trifluoroethyl)-1,2-dihydropyridine-3-carboxamide